CN(C)C[C@H]1N(CCC1)C1=C(C=NC=2NC3=C(C=C(C=C3C21)F)NC)C=2C=C1C(C(=CN(C1=NC2)NC2CCOCC2)C(=O)O)=O 6-[4-[(2S)-2-[(dimethylamino)methyl]pyrrolidin-1-yl]-6-fluoro-8-(methylamino)-9H-pyrido[2,3-b]indol-3-yl]-4-oxo-1-(tetrahydropyran-4-ylamino)-1,8-naphthyridine-3-carboxylic acid